1-[(2-aminophenyl)amino]-N-[5-(5-chloro-2-fluorophenyl)-3-(2,2-difluoroethyl)-5-hydroxy-2-methyl-7-oxo-6,7-dihydro-5H-pyrrolo[4,3-f]indazol-4-yl]carboxamide NC1=C(C=CC=C1)NN1N(C(C2=C(C3=C(C=C12)C(NC3(O)C3=C(C=CC(=C3)Cl)F)=O)NC=O)CC(F)F)C